ClC1=C(C=CC=C1)C=1SC=C(N1)C=1OC(=NN1)S(=O)(=O)C 2-(2-(2-chlorophenyl)thiazol-4-yl)-5-(methylsulfonyl)-1,3,4-oxadiazole